CC1=NC(=C(C(=O)O)C(=C1C(C(F)(F)F)(F)F)C)Cl methyl-2-chloro-4-methyl-5-(perfluoroethyl)nicotinic acid